N,N-bis-(2-pyridylmethyl)amine N1=C(C=CC=C1)CNCC1=NC=CC=C1